4-(4-Morpholinyl)benzenemethanol N1(CCOCC1)C1=CC=C(C=C1)CO